(S)-2-amino-N-(2-((R)-2-(2-cyclobutylethyl)-4-(3-(1,1-dioxido-4-oxo-1,2,5-thiadiazolidin-2-yl)-2-fluoro-4-hydroxyphenyl)-2,5-dihydro-1H-pyrrol-1-yl)-2-oxoethyl)-3-methylbutanamide N[C@H](C(=O)NCC(=O)N1[C@@H](C=C(C1)C1=C(C(=C(C=C1)O)N1S(NC(C1)=O)(=O)=O)F)CCC1CCC1)C(C)C